(2-(naphthalene-2-yl)acetyl)-D-phenylalanyl-D-phenylalanine C1=C(C=CC2=CC=CC=C12)CC(=O)N[C@H](CC1=CC=CC=C1)C(=O)N[C@H](CC1=CC=CC=C1)C(=O)O